COC(=O)NNC=1CCC(N1)C(=O)OC methyl 5-(2-(methoxycarbonyl)hydrazinyl)-3,4-dihydro-2H-pyrrole-2-carboxylate